N-(1-Adamantylmethyl)-6-[4-[4-(3-ethoxyphenyl)-3-methylbenzoyl]piperazin-1-yl]-N-methylpyridazine-3-carboxamide C12(CC3CC(CC(C1)C3)C2)CN(C(=O)C=2N=NC(=CC2)N2CCN(CC2)C(C2=CC(=C(C=C2)C2=CC(=CC=C2)OCC)C)=O)C